(R)-2-((R)-1-fluoroethyl)-5-oxopyrrolidine-1-carboxylic acid tert-butyl ester C(C)(C)(C)OC(=O)N1[C@H](CCC1=O)[C@@H](C)F